O(S(=O)(=O)C(F)(F)F)C=1C=C2C[C@H](N([C@@H](C2=CC1)C1=C(C=C(C=C1F)NC1CN(C1)CCCF)F)C1=CC=C(C=C1)F)C (1s,3r)-1-(2,6-difluoro-4-((1-(3-fluoropropyl) azetidin-3-yl) amino) phenyl)-2-(4-fluorophenyl)-3-methyl-1,2,3,4-tetrahydroisoquinolin-6-yl triflate